C(C1=CC=CC=C1)OC1=NC(=CC=C1C=1C=NC(=CC1)N1CCC(CC1)(F)CO)OCC1=CC=CC=C1 [1-[2',6'-bis[benzyloxy]-[3,3'-bipyridyl]-6-yl]-4-fluoropiperidin-4-yl]methanol